6-(4-(2-(trifluoromethoxy)phenyl)piperidin-1-yl)-2-azaspiro[3.4]octane FC(OC1=C(C=CC=C1)C1CCN(CC1)C1CC2(CNC2)CC1)(F)F